bromo-1'-((1s,3s)-3-methyl-3-(piperidin-1-yl)cyclobutyl)spiro[cyclopropan-1,3'-indolin]-2'-one BrC1=C2C3(C(N(C2=CC=C1)C1CC(C1)(N1CCCCC1)C)=O)CC3